CNC1=CC2=C(N=CS2)C=C1C N,5-dimethylbenzothiazol-6-amine